1-(4-fluorophenyl)-3-butene-1-amine FC1=CC=C(C=C1)C(CC=C)N